tert-butyl (2R,6S)-4-[8-({8-fluoro-2-methyl-[1,2,4]triazolo[1,5-a]pyridin-6-yl}carbamoyl) quinoxalin-5-yl]-2,6-dimethylpiperazine-1-carboxylate FC=1C=2N(C=C(C1)NC(=O)C=1C=CC(=C3N=CC=NC13)N1C[C@H](N([C@H](C1)C)C(=O)OC(C)(C)C)C)N=C(N2)C